COC(=O)[C@]1(C[C@H]2[C@@]3(CC[C@]4(C5=CC(C([C@@](C5=CC=C4[C@]3(CC[C@]2(CC1)C)C)(C)OC)=O)=O)C)C)C (2R,4aS,6aS,12bR,9S,14aS,14bR)-9-methoxy-2,4a,6a,9,12b,14a-hexamethyl-10,11-dioxo-1,2,3,4,4a,5,6,6a,9,10,11,12b,13,14,14a,14b-hexadecahydropicene-2-carboxylic acid methyl ester